Tert-butyl (R)-(1-(6-(trifluoromethyl)pyridin-3-yl)pyrrolidin-3-yl)carbamate FC(C1=CC=C(C=N1)N1C[C@@H](CC1)NC(OC(C)(C)C)=O)(F)F